FC(C(=O)O)(F)F.C=1(C(=CC=CC1)C(=O)N)C1=CC=CC=C1 [1,1'-biphenyl]-2-carboxamide trifluoroacetate